5-(tert-butyl)-N-(2-fluoro-4-(6-(4-methylpiperazin-1-yl)pyrazolo[1,5-a]pyrazin-4-yl)benzyl)-1,3,4-oxadiazole-2-carboxamide C(C)(C)(C)C1=NN=C(O1)C(=O)NCC1=C(C=C(C=C1)C=1C=2N(C=C(N1)N1CCN(CC1)C)N=CC2)F